propylene glycol dicaprylate diheptanoate C(CCCCCC)(=O)O.C(CCCCCC)(=O)O.C(CCCCCCC)(=O)O.C(CCCCCCC)(=O)O.C(C(C)O)O